Cl.CN1N=C(C(=C1)C)NCC1(CCCC1)C (R)-(1,4-dimethyl-1H-pyrazol-3-yl)(1-methylcyclopentyl)methylamine hydrochloride